ClC1=C(C=C(N)C=C1)C1(CCC1)F 4-chloro-3-(1-fluorocyclobutyl)aniline